C(#N)C=1C=CC(=NC1)C1CCN(CC1)C(=O)C=1C=CC(=C(C1)NC(=O)NCCOC)C 1-(5-(4-(5-cyanopyridin-2-yl)piperidine-1-carbonyl)-2-methylphenyl)-3-(2-methoxy-ethyl)urea